C(C)(=O)NC1=CC=C(C=C1)C1=NOC(C1)C(=O)N[C@@H](CC(C)C)B(O)O ((1R)-1-(3-(4-acetamidophenyl)-4,5-dihydroisoxazole-5-carboxamido)-3-methylbutyl)boronic acid